C(C)(C)(C)OC(=O)N1CCC(CC1)CC1CCNCC1 tert-butyl-4-(4-piperidylmethyl)piperidine-1-carboxylate